C(C)(C)C(CO)CCCCC 2-Isopropylheptanol